FC1=C(C(=CC=C1C#CC(CC)C)O)N1CC(NS1(=O)=O)=O 5-(2-fluoro-6-hydroxy-3-(3-methylpent-1-yn-1-yl)phenyl)-1,2,5-thiadiazolidin-3-one 1,1-dioxide